(9Ar)-7-(dithiophen-2-ylmethylidene)-5-methyl-1,2,3,4,6,8,9,9a-octahydro-quinolizin-5-ium S1C(=CC=C1)C(=C1C[N+]2(CCCC[C@@H]2CC1)C)C=1SC=CC1